O1CC(CC12CCNCC2)NC[C@@H](COC2=CC(=CC=C2)S(=O)(=O)C)O (2S)-1-(1-oxa-8-azaspiro[4.5]decan-3-ylamino)-3-(3-(methylsulfonyl)phenoxy)propan-2-ol